tert-butyl N-{[(4R)-8-(4,6-dimethylpyridin-3-yl)-3,4-dihydro-2H-1-benzopyran-4-yl]methyl}carbamate CC1=C(C=NC(=C1)C)C1=CC=CC=2[C@@H](CCOC21)CNC(OC(C)(C)C)=O